CC(CCOC1=CC=C(C=C1)[C@@H](CC(=O)O)C#CC)C (3R)-3-[4-(3-methylbutoxy)phenyl]hex-4-ynoic acid